ethyl-3-methylimidazolium bistrifluoromethanesulfonimide salt [N-](S(=O)(=O)C(F)(F)F)S(=O)(=O)C(F)(F)F.C(C)C=1NC=C[N+]1C